acrylic acid hydrate O.C(C=C)(=O)O